BrC=1C2=C(SC1)C1=C(C(C3=C2C(=C(C=C3)F)F)=O)C=CC=C1 3-bromo-4,5-difluoro-8H-dibenzo[3,4:6,7]cyclohepta[1,2-b]thiophen-8-one